(2S)-2-(4,5-dichloro-6-oxo-pyridazin-1-yl)-N-[4-methyl-3-[(2-phenylcyclopropyl)sulfamoyl]phenyl]propanamide ClC=1C=NN(C(C1Cl)=O)[C@H](C(=O)NC1=CC(=C(C=C1)C)S(NC1C(C1)C1=CC=CC=C1)(=O)=O)C